N[C@H](C(=O)OCC)CCCNC(=N)N (S)-ethyl 2-amino-5-guanidinopentanoate